8-(2-trifluoroacetamidobutyryloxy)quinolone FC(C(=O)NC(C(=O)OC=1C=CC=C2C=CC(NC12)=O)CC)(F)F